C(CCC)N(C)CC1=CC=C(C(=O)NCC(C2=CC=CC=C2)=O)C=C1 4-((butyl-(methyl)amino)methyl)-N-(2-oxo-2-phenylethyl)benzamide